2-(5-(4-(oxazol-2-yl)phenyl)-1H-benzo[d]imidazol-2-yl)ethan-1-amine dihydrochloride Cl.Cl.O1C(=NC=C1)C1=CC=C(C=C1)C1=CC2=C(NC(=N2)CCN)C=C1